ClC1=C(NC2=NSC=3C2=NC(=CN3)OC)C=CC=C1C1=CC3=C(OCCO3)C=C1 3-(2-chloro-3-(1,4-benzodioxan-6-yl)anilino)-5-methoxyisothiazolo[4,5-b]pyrazin